(S)-N-(1-(4-fluoro-3-(trifluoromethyl)phenyl)cyclopropyl)-N-((1-methylpyrrolidin-2-yl)methyl)-Methanesulfonamid FC1=C(C=C(C=C1)C1(CC1)N(S(=O)(=O)C)C[C@H]1N(CCC1)C)C(F)(F)F